C(#N)C(COC(CCC(=O)OCC(C#N)C#N)=O)C#N.CNC(C1=C(C=CC=C1)SC1=CC=C2C(=NNC2=C1)\C=C\C1=NC=CC=C1)=O N-methyl-2-[[3-[(E)-2-pyridin-2-ylvinyl]-1H-indazol-6-yl]sulfanyl]benzamide Bis(2,2-dicyanoethyl)succinate